N1(C=NC=C1)C1=CC(=CC(=N1)C(=O)N[C@H]1CN(CC1)S(=O)(=O)C)C (R)-6-(1H-imidazol-1-yl)-4-methyl-N-(1-(methylsulfonyl)pyrrolidin-3-yl)picolinamide